2-(4-((1H-indazol-5-yl)ethynyl)-[2,4'-bipyrimidinyl]-2'-yl)-2,3-dihydro-1H-pyrrolo[3,4-c]pyridin-6-ol N1N=CC2=CC(=CC=C12)C#CC1=NC(=NC=C1)C1=NC(=NC=C1)N1CC=2C=NC(=CC2C1)O